1-(Dimethylamino)-3-methyl-1-oxobutan-2-yl (2S)-2-amino-3-(3-{[3-(3-fluorophenoxy)-3-phenylazetidin-1-yl]sulfonyl}phenyl)propanoate monohydrochloride Cl.N[C@H](C(=O)OC(C(=O)N(C)C)C(C)C)CC1=CC(=CC=C1)S(=O)(=O)N1CC(C1)(C1=CC=CC=C1)OC1=CC(=CC=C1)F